2,2'-dichloro-5,6'-diaminobiphenyl ClC1=C(C=C(C=C1)N)C1=C(C=CC=C1N)Cl